C(CCCCCC)C=1C(OC(C1)=O)=O 3-heptyl-2,5-furandione